ClCC(=O)NCCC=1NC2=C(C(=CC=C2C1I)Cl)Cl 2-chloro-N-[2-(6,7-dichloro-3-iodo-1H-indol-2-yl)ethyl]acetamide